(1r,4r)-N1-(4-(6-bromoimidazo[1,2-a]pyridin-3-yl)-5-methylpyrimidin-2-yl)cyclohexane-1,4-diamine BrC=1C=CC=2N(C1)C(=CN2)C2=NC(=NC=C2C)NC2CCC(CC2)N